O1C(OCC1)CCCC 4-(1,3-dioxolan-2-yl)butane